OC=1C=C(C=CC1OC)/C=C/C=1C=C(C=C(C1)O)O 5-[(E)-2-(3-Hydroxy-4-methoxyphenyl)ethen-1-yl]benzene-1,3-diol